C1(=CC=CC=C1)C1C(C1)NC1C(CCC1)O 2-((2-phenylcyclopropyl)amino)cyclopentanol